O=C1N(C(C=C1)=O)CCC(=O)ON1C(CCC1=O)=O 2,5-dioxopyrrolidin-1-yl 3-(2,5-dioxo-2,5-dihydro-1H-pyrrol-1-yl)-propanoate